rac-2-fluoro-N-(5-fluoro-3-(6-(4-((7-(hydroxymethyl)-3,9-diazaspiro[5.5]undec-3-yl)methyl)phenyl)-7H-pyrrolo[2,3-d]pyrimidin-4-yl)-2-methylphenyl)-4-(2-hydroxypropan-2-yl)benzamide FC1=C(C(=O)NC2=C(C(=CC(=C2)F)C=2C3=C(N=CN2)NC(=C3)C3=CC=C(C=C3)CN3CCC2(CC3)[C@H](CNCC2)CO)C)C=CC(=C1)C(C)(C)O |r|